(7S)-3-(3-Methansulfonylpropyl)-7-methyl-2-(2-phenylethyl)-3H,6H,7H,8H,9H-imidazo[4,5-f]chinolin CS(=O)(=O)CCCN1C(=NC2=C3CC[C@@H](NC3=CC=C21)C)CCC2=CC=CC=C2